2,5-bis(thiophen-2-yl)thiophene S1C(=CC=C1)C=1SC(=CC1)C=1SC=CC1